COC1=CC=C(CC=2C=C(C=CC2)CO)C=C1 [3-(4-methoxybenzyl)phenyl]methanol